NC1=C2N=CN(C2=NC(=N1)Cl)[C@H]1[C@H]([C@@H]([C@H](O1)COC(C(=O)OCC)(C(=O)OCC)CC1=NN(C(=C1)C(=O)OC)C)O)F diethyl 2-(((2R,3R,4S,5R)-5-(6-amino-2-chloro-9H-purin-9-yl)-4-fluoro-3-hydroxytetrahydrofuran-2-yl)methoxy)-2-((5-(methoxycarbonyl)-1-methyl-1H-pyrazol-3-yl) methyl)malonate